2-((2-oxo-4-(o-tolyl)-2H-chromen-7-yl)amino)propenamide O=C1OC2=CC(=CC=C2C(=C1)C1=C(C=CC=C1)C)NC(C(=O)N)=C